4,4'-butylidenebis(3-methyl-6-tert-butyl-cresol) C(CCC)(C=1C(=C(C(=C(C1)C(C)(C)C)O)C)C)C=1C(=C(C(=C(C1)C(C)(C)C)O)C)C